O-(6-chlorobenzotriazol-1-yl)-N,N,N',N'-tetramethyluronium hexa-fluorophosphate F[P-](F)(F)(F)(F)F.ClC=1C=CC2=C(N(N=N2)OC(=[N+](C)C)N(C)C)C1